C1(CC1)C1=CC(=NN1CC)C(=O)NC1=CC(=CC=C1)NS(=O)(=O)CCC 5-cyclopropyl-1-ethyl-N-(3-(propylsulfonamido)phenyl)-1H-pyrazole-3-carboxamide